C(C)(C)(C)OC(=O)N1CCN(CC1)C1=C(C=C(C=C1)N)Cl 4-(4-amino-2-chloro-phenyl)-piperazine-1-carboxylic acid tert-butyl ester